N1N=CC2=C1N=CNC2=O 1H,4H,5H-pyrazolo[3,4-d]Pyrimidin-4-one